NC=1C2=C(N=CN1)N(C(=C2C2=CC=C(C=C2)OC2=NC(=CC=C2)C)C2CN(C2)C2CCN(CC2)C(C=C)=O)C 1-(4-(3-(4-amino-7-methyl-5-(4-(6-methylpyridin-2-yloxy)phenyl)-7H-pyrrolo[2,3-d]pyrimidin-6-yl)azetidin-1-yl)piperidin-1-yl)prop-2-en-1-one